C(C)(=O)NC1=NC=C(C(=C1)NC(OC(C)(C)C)=O)C=1N=CN(C(C1)=O)C tert-butyl (2-acetamido-5-(1-methyl-6-oxo-1,6-dihydropyrimidin-4-yl)pyridin-4-yl)carbamate